tert-butyl cis-3-methyl-1-(1,2,4-triazin-3-yl)-6-azabicyclo[3.1.1]heptane-6-carboxylate CC1CC2(N(C(C1)C2)C(=O)OC(C)(C)C)C=2N=NC=CN2